N-[(7R)-5-cyano-2-oxa-5-azaspiro[3.4]octan-7-yl]-5-(2-phenoxyphenyl)-1H-pyrazole-3-carboxamide C(#N)N1C2(COC2)C[C@H](C1)NC(=O)C1=NNC(=C1)C1=C(C=CC=C1)OC1=CC=CC=C1